FC1=C(C(=CC(=C1)C1=NC(=CC=C1)SC(C)C)F)N1CCC(CC1)CCC(=O)O 3-[1-[2,6-difluoro-4-(6-isopropylthio-2-pyridinyl)phenyl]-4-piperidinyl]propionic acid